(2R,3R)-2,3-butanediol methanesulfonate CS(=O)(=O)O[C@H](C)[C@@H](C)O